C(C)(C)OCCCCCN1C=[N+](C=C1)CCCCCOC(C)C 1,3-bis(5-isopropoxypentyl)imidazolium